C(C)(C)N1N=CC(=C1)N\C(\CC)=C\1/C(NC2=CC=C(C=C12)C(=O)NCC1(COC1)C)=O (Z)-3-(1-((1-isopropyl-1H-pyrazol-4-yl)amino)propylidene)-N-((3-methyloxetan-3-yl)methyl)-2-oxoindoline-5-carboxamide